7-methyl-1,5,7-triazabicyclo[4.4.0]dec-ene CN1C2NCC=CN2CCC1